5-((4-(1-((1-(2-(2,6-dioxopiperidin-3-yl)-1,3-dioxoisoindolin-5-yl)pyrrolidine-3-yl)methyl)piperidin-4-yl)phenyl)amino)-3-(pyridin-2-ylamino)-1,2,4-triazine-6-carboxamide O=C1NC(CCC1N1C(C2=CC=C(C=C2C1=O)N1CC(CC1)CN1CCC(CC1)C1=CC=C(C=C1)NC=1N=C(N=NC1C(=O)N)NC1=NC=CC=C1)=O)=O